2-(1-ethoxyethoxy)-2-(2-oxiranyl)ethanol C(C)OC(C)OC(CO)C1OC1